ClC=1C(=CC=C2N=CC(=NC12)C=1C=NN(C1)C1CN(C1)CC1COC1)OC1=CC2=C(N=C(N2)C)C=C1 8-chloro-7-[(2-methyl-3H-benzimidazol-5-yl)oxy]-2-[1-[1-(oxetan-3-ylmethyl)azetidin-3-yl]pyrazol-4-yl]quinoxaline